(1R,2S,5S)-3-(2-(cyclohexylamino)-2-oxoacetyl)-6,6-dimethyl-N-((S)-3-oxo-1-((S)-2-oxopiperidin-3-yl)-4-(trifluoromethoxy)butan-2-yl)-3-azabicyclo[3.1.0]-hexane-2-carboxamide C1(CCCCC1)NC(C(=O)N1[C@@H]([C@H]2C([C@H]2C1)(C)C)C(=O)N[C@@H](C[C@H]1C(NCCC1)=O)C(COC(F)(F)F)=O)=O